N1(CCOCC1)C=1C=C2C(=CNC2=CC1)/C=C/C(=O)C=1C=NC=CC1 (E)-3-(5-morpholinyl-1H-indol-3-yl)-1-(pyridin-3-yl)prop-2-en-1-one